2-[2-(3,4-Difluoro-2-methyl-phenoxy)-3-quinolinyl]-4-oxo-1H-1,6-naphthyridine-5-carbonitrile FC=1C(=C(OC2=NC3=CC=CC=C3C=C2C=2NC=3C=CN=C(C3C(C2)=O)C#N)C=CC1F)C